di(p-tolyl)silylene(cyclopentadienyl)(2,7-dimethyl-3,6-di-t-butylfluorenyl)zirconium dichloride [Cl-].[Cl-].C1(=CC=C(C=C1)[Si](=[Zr+2](C1=C(C(=CC=2C3=CC(=C(C=C3CC12)C)C(C)(C)C)C(C)(C)C)C)C1C=CC=C1)C1=CC=C(C=C1)C)C